tert-butyl (2-(3,3-difluoropyrrolidin-1-yl)-4-iodopyridin-3-yl)carbamate FC1(CN(CC1)C1=NC=CC(=C1NC(OC(C)(C)C)=O)I)F